Ethyl-((diethoxyphosphoryl) thio)-2-phenylacetate C(C)OC(C(C1=CC=CC=C1)SP(=O)(OCC)OCC)=O